4-Amino-3-chloro-6-(4-chloro-2-fluoro-3-methylphenyl)-5-fluoropyridine NC1=C(C=NC(=C1F)C1=C(C(=C(C=C1)Cl)C)F)Cl